Methyl (R)-4-(5-(3-(1-((5-cyano-1-methyl-1H-imidazol-2-yl)methyl)pyrrolidin-3-yl)-2-oxo-2,3-dihydro-1H-imidazo[4,5-b]pyridin-1-yl)pyridin-2-yl)benzoate C(#N)C1=CN=C(N1C)CN1C[C@@H](CC1)N1C(N(C=2C1=NC=CC2)C=2C=CC(=NC2)C2=CC=C(C(=O)OC)C=C2)=O